C1(CCCCC1)[C@@H](C(=O)N1CCN(CC1)C(=O)C=1C=C2C=C(N(C2=CC1)CCOCCOCCO)C)NC([C@H](C)NC)=O (S)-N-((S)-1-cyclohexyl-2-(4-(1-(2-(2-(2-hydroxyethoxy)ethoxy)ethyl)-2-methyl-1H-indole-5-carbonyl)piperazin-1-yl)-2-oxoethyl)-2-(methylamino)propanamide